C(C)(=O)OCCOC=1C=CC=2C3(C4=CC=CC=C4SC2C1OCCOC(C)=O)OCC(CO3)(C)C 2-[4'-(2-acetoxyethoxy)-5,5-dimethyl-spiro[1,3-dioxane-2,9'-thioxanthene]-3'-yl]oxyethyl acetate